C(C)(C)(C)OC(=O)N1CC2(CCC2)C(CC1)O 9-hydroxy-6-azaspiro[3.5]nonane-6-carboxylic acid tert-butyl ester